6-[8-[[8-fluoro-2-(methylaminomethyl)-6,7-dihydro-5H-cyclopenta[f][1,3]benzoxazol-6-yl]methyl]-2-keto-1-oxa-3,8-diazaspiro[4.5]decan-3-yl]-4H-pyrazino[2,3-b][1,4]oxazin-3-one FC1=C2C(=CC=3N=C(OC31)CNC)CC(C2)CN2CCC3(CN(C(O3)=O)C3=NC1=C(OCC(N1)=O)N=C3)CC2